ClC=1C=C2C(=NC1)N(N=C2)C2=NC=C(C(=O)NC[C@H](C(C)(C)O)F)C(=C2)N[C@@H]2C[C@H](CC2)C(C)(C)O 6-(5-chloro-1H-pyrazolo[3,4-b]pyridin-1-yl)-N-((R)-2-fluoro-3-hydroxy-3-methylbutyl)-4-(((1S,3S)-3-(2-hydroxypropan-2-yl)cyclopentyl)amino)nicotinamide